6-(8-chloroquinolin-6-yl)-N2-(2-(diethylamino)ethyl)-5-phenylpyrazine-2,3-diamine ClC=1C=C(C=C2C=CC=NC12)C1=C(N=C(C(=N1)NCCN(CC)CC)N)C1=CC=CC=C1